COC(C1=C(C=C(C=C1)N1CCC2(CC(C2)N2[C@@H](CN(CC2)CC2=CC(=C(C=C2)OC)OC)C2=C(C=CC=C2)C(C)C)CC1)OC=1C=C2C(=NC1)NC=C2)=O.C(=O)(N2C=NC=C2)N2C=NC=C2 1,1'-Carbonyl-diimidazole methyl-(R)-2-((1H-pyrrolo[2,3-b]pyridin-5-yl)oxy)-4-(2-(4-(3,4-dimethoxybenzyl)-2-(2-isopropylphenyl)piperazin-1-yl)-7-azaspiro[3.5]nonan-7-yl)benzoate